OCC1=C(N=C(S1)NC1=CC=C(C=C1)S(N)(=O)=O)C1=C(C=CC=C1)S(=O)(=O)N(C)C (5-(hydroxymethyl)-2-((4-sulfamoylphenyl)amino)thiazol-4-yl)-N,N-dimethylbenzenesulfonamide